FC(C1=CC=C(C=N1)C1(CC1)C=1C(=C(NC1)C(=O)O)C)F 4-(1-(6-(difluoromethyl)pyridin-3-yl)cyclopropyl)-3-methyl-1H-pyrrole-2-carboxylic acid